C(C=C)NC1=NC(=NC(=N1)S)S 6-(allylamino)-1,3,5-triazine-2,4-dithiol